COC1=C(C=C(C(=O)NC2(CC3=CC=CC=C3C2)C(=O)O)C=C1)OCCC1=CC(=CC=C1)C 2-(4-methoxy-3-(3-methylphenethoxy)benzamido)-2,3-dihydro-1H-indene-2-carboxylic acid